tert-Butyl N-[4-[5-chloro-7-[[(2R)-4-methylmorpholin-2-yl]methoxy]-1,3-dihydrofuro[3,4-f]quinolin-4-yl]-3-cyano-7-fluoro-benzothiophen-2-yl]carbamate ClC=1C(=C2C(=C3C=CC(=NC13)OC[C@H]1CN(CCO1)C)COC2)C2=CC=C(C1=C2C(=C(S1)NC(OC(C)(C)C)=O)C#N)F